tert-butyl 3-oxo-3',6'-bis(((trifluoromethyl)sulfonyl)oxy)-3H-spiro[isobenzofuran-1,9'-xanthene]-6-carboxylate O=C1OC2(C3=CC=C(C=C3OC=3C=C(C=CC23)OS(=O)(=O)C(F)(F)F)OS(=O)(=O)C(F)(F)F)C2=CC(=CC=C12)C(=O)OC(C)(C)C